C(C)(C)(C)OC(=O)N1C[C@H]([C@@H](C1)C1=CC=CC=C1)C(NC=1C=NC=CC1)=O |r| (±)-trans-4-phenyl-3-(pyrid-3-ylcarbamoyl)pyrrolidine-1-carboxylic acid tert-butyl ester